ClC1=NC=C(C(=C1)C1=C(C=NC(=C1)C)C(=O)NC=1SC=2N=C(N=CC2N1)C1=CCC(CC1)O)OC 2'-chloro-N-(5-(4-hydroxycyclohex-1-en-1-yl)thiazolo[5,4-d]pyrimidin-2-yl)-5'-methoxy-6-methyl-[4,4'-bipyridine]-3-carboxamide